O=C1NC(CC[C@H]1N1C(C2=CC=C(C=C2C1)N1CCC(CC1)CN1CCN(CC1)CCOC1=CC=C(C=C1)\C(=C(/CC)\C1=CC=CC=C1)\C1=CC=C(C=C1)B(O)O)=O)=O (R,E)-(4-(1-(4-(2-(4-((1-(2-(2,6-dioxopiperidin-3-yl)-1-oxoisoindolin-5-yl)piperidin-4-yl)methyl)piperazin-1-yl)ethoxy)phenyl)-2-phenylbut-1-en-1-yl)phenyl)boronic acid